6-(4-(2-cyano-2-hydroxypropoxy)phenyl)-4-(((S)-piperidin-3-yl)amino)pyrido[3,2-d]pyrimidine-8-carboxamide C(#N)C(COC1=CC=C(C=C1)C=1C=C(C=2N=CN=C(C2N1)N[C@@H]1CNCCC1)C(=O)N)(C)O